C[C@]12CC3(CC(C[C@@](C1)(C3)C)C2)NC(NC2CCN(CC2)C(=O)C2=CC=C(C(=O)O)C=C2)=O 4-(4-(3-((1r,3R,5S,7r)-3,5-dimethyladamantan-1-yl)ureido)piperidine-1-carbonyl)benzoic acid